(S)-N-((R)-1-cyano-2-((S)-2-oxopiperidin-3-yl)ethyl)-2-((2,5-difluorophenyl)-D-alanyl)-2-azabicyclo[2.2.2]octane-3-carboxamide C(#N)[C@@H](C[C@H]1C(NCCC1)=O)NC(=O)[C@H]1N(C2CCC1CC2)C([C@H](NC2=C(C=CC(=C2)F)F)C)=O